ClC=1C(=NC(=NC1)NC1CCOCC1)N1C(C2=CC=CC=C2C1)=O 5-chloro-2-[(oxan-4-yl)amino]pyrimidin-4-yl-2,3-dihydro-1H-isoindol-1-one